2,3-dichloro-4-aminophenol hydrochloride Cl.ClC1=C(C=CC(=C1Cl)N)O